monopentyl tartrate C(=O)(OCCCCC)C(O)C(O)C(=O)[O-]